N-[(3-Fluorophenyl)-methyl]-1,4-dimethyl-2-oxo-7-(trifluoromethyl)-1H-quinoline-3-carboxylic acid amide FC=1C=C(C=CC1)CNC(=O)C=1C(N(C2=CC(=CC=C2C1C)C(F)(F)F)C)=O